2-(3-bromo-5-methoxy-4-(pivaloyloxy)phenyl)-1H-benzo[d]imidazole-4-carboxamide BrC=1C=C(C=C(C1OC(C(C)(C)C)=O)OC)C1=NC2=C(N1)C=CC=C2C(=O)N